ClC1=C2C=C(N(C2=CC=C1Cl)C)C(=O)N[C@@]1(CN(CC1)CC(F)(F)F)C1=CC=C(C(=O)O)C=C1 |r| (±)-4-[3-[(4,5-Dichloro-1-methyl-indole-2-carbonyl)amino]-1-(2,2,2-trifluoroethyl)pyrrolidin-3-yl]benzoic acid